2-(1-(3-bromo-4-((1-(pyrimidin-2-ylmethyl)piperidin-4-yl)-methoxy)phenyl)-2,2-difluoro-2-(phenylsulfonyl)ethyl)isoindoline BrC=1C=C(C=CC1OCC1CCN(CC1)CC1=NC=CC=N1)C(C(S(=O)(=O)C1=CC=CC=C1)(F)F)N1CC2=CC=CC=C2C1